C(C)N(CCC[Si](OCCC)(OCCC)OCCC)CC N,N-diethyl-3-aminopropyltri-n-propoxysilane